FC=1C=C2CC(CC2=CC1)NCCCC1CN(C(O1)=O)C=1C=CC=2OCC(NC2N1)=O 6-[5-[3-[(5-fluoro-2,3-dihydro-1H-inden-2-yl)amino]propyl]-2-oxo-1,3-oxazolidin-3-yl]-4H-pyrido[3,2-b][1,4]oxazin-3-one